BrC1=CC=C2C=3C(C4=C(C(C3NC2=C1)(C)C)C=C(C(=C4)Cl)N4CCN(CC4)C(=O)O)=O.C(C)OC4=CC(=NC1=CC=C(C=C41)NC(=O)C4COC4)N4C=NN=C4 N-(4-ethoxy-2-(4H-1,2,4-triazol-4-yl)quinolin-6-yl)oxetan-3-carboxamide 4-(3-bromo-9-chloro-6,6-dimethyl-11-oxo-6,11-dihydro-5H-benzo[b]carbazol-8-yl)piperazine-1-carboxylate